N-((5-(2,6-dioxopiperidin-3-yl)-6-oxo-5,6-dihydro-4H-thieno[2,3-c]pyrrol-2-yl)methyl)-2-(propylthio)nicotinamide O=C1NC(CCC1N1C(C2=C(C1)C=C(S2)CNC(C2=C(N=CC=C2)SCCC)=O)=O)=O